O=C1NC(CCC1N1C(C2=CC=C(C=C2C1=O)OCCCCN1CCNCC1)=O)=O 4-(4-((2-(2,6-dioxopiperidin-3-yl)-1,3-dioxoisoindolin-5-yl)oxy)butyl)piperazin